gamma-acryloxypropyl-carboxytrimethoxysilane C(C=C)(=O)OCCCCO[Si](OC)(OC)C(=O)O